2-(2-chlorophenyl)-N-{4-[1-(piperidin-4-yl)-1H-pyrazole-4-yl]-3-sulfamoylphenyl}acetamide ClC1=C(C=CC=C1)CC(=O)NC1=CC(=C(C=C1)C=1C=NN(C1)C1CCNCC1)S(N)(=O)=O